C1(CC1)C(=O)NC=1SC2=C(N1)C=CC=C2C=2C=C(C1=C(OCCO1)C2)C2=CC=C(O2)P(O)(O)=O (5-(7-(2-(cyclopropanecarboxamido)benzo[d]thiazol-7-yl)-2,3-dihydrobenzo[b][1,4]dioxin-5-yl)furan-2-yl)phosphonic acid